NC=1C=2N(C3=C(N1)C=NC(=C3)C(=O)N3[C@@H]1[C@H](CC[C@H]3C)OC3=C1C=CC(=C3)C(F)(F)F)C=NC2C (4-amino-3-methylimidazo[1,5-a]pyrido[3,4-e]pyrazin-8-yl)((2R,4aS,9bS)-2-methyl-7-(trifluoromethyl)-3,4,4a,9b-tetrahydrobenzofuro[3,2-b]pyridin-1(2H)-yl)methanone